N[C@H](C(=O)O)CC1=CC(=C(C=C1)NC1=NC=C(C(=N1)NCCO)C(F)(F)F)OC (S)-2-amino-3-(4-((4-((2-hydroxyethyl)amino)-5-(trifluoromethyl)pyrimidin-2-yl)amino)-3-methoxyphenyl)propionic acid